NC1=NC(=CC(=N1)C=1C(=C(C#N)C=CC1)C)C1=CC(N(C=C1)CC1=C(C=C(C=C1)F)F)=O 3-(2-amino-6-(1-(2,4-difluorobenzyl)-2-oxo-1,2-dihydropyridin-4-yl)pyrimidin-4-yl)-2-methylbenzonitrile